The molecule is a concanamycin in which the lactone ring contains 4 double bonds and is substituted by 4 methyl groups, 2 hydroxy groups, 2 methoxy groups and an ethyl group. It has a role as an antifungal agent, a metabolite and an EC 3.6.3.14 (H(+)-transporting two-sector ATPase) inhibitor. It is a concanamycin and a carbamate ester. CC[C@H]1[C@H]([C@@H](C/C(=C/C=C/[C@@H]([C@H](OC(=O)/C(=C/C(=C/[C@H]([C@H]1O)C)/C)/OC)[C@@H](C)[C@H]([C@H](C)[C@]2(C[C@H]([C@@H]([C@H](O2)/C=C/C)C)O[C@H]3C[C@H]([C@@H]([C@H](O3)C)OC(=O)N)O)O)O)OC)/C)C)O